C1(CC1)S(=O)(=O)NC=1SC=C(N1)C(CC)(CC)NC(C1=CC=C(C=C1)C1=NC=CN=C1)=O N-(3-(2-(cyclopropanesulfonamido)thiazol-4-yl)pentan-3-yl)-4-(pyrazin-2-yl)benzamide